9-amino-octahydro-6,10-dioxo-6H-pyridazino[1,2-a][1,2]diazepine-1-carboxylic acid NC1CCC(N2N(C1=O)C(CCC2)C(=O)O)=O